O=C(CNC(=O)C1=CC2=C(CN(CCS2(=O)=O)C(=O)OC(C)(C)C)C=C1)NC=1SC=C(N1)C1=CC(=CC=C1)C1=CC=NC=C1 tert-butyl 8-((2-oxo-2-((4-(3-(pyridin-4-yl)phenyl)thiazol-2-yl)amino)ethyl)carbamoyl)-2,3-dihydrobenzo[f][1,4]thiazepine-4(5H)-carboxylate 1,1-dioxide